Rel-ethanolamine C(O)CN